C(C)O[SiH](OCC)OCC triethoxy-silicon hydride